bicyclo[2.2.2]octanetetracarboxylic acid C12(C(C(C(CC1)CC2)C(=O)O)(C(=O)O)C(=O)O)C(=O)O